2-[(7-fluoro-2-formyl-2,3-dihydro-1H-inden-5-yl)oxy]-N,N-dimethylacetamide FC=1C=C(C=C2CC(CC12)C=O)OCC(=O)N(C)C